ClC=1C(=NC2=CC=C(C=C2N1)CN(C(=O)C=1C=NC(=NC1)C(F)(F)F)C1=C(C=CC=C1)S(=O)(=O)C)C N-[(3-chloro-2-methylquinoxalin-6-yl)methyl]-N-(2-methanesulfonylphenyl)-2-(trifluoromethyl)pyrimidine-5-carboxamide